N'-(tert-butyldimethylsilyl)-1-isopropyl-1H-pyrazole-3-sulfonimidamide [Si](C)(C)(C(C)(C)C)N=S(=O)(N)C1=NN(C=C1)C(C)C